benzyl 3-(2-((S)-1-(4-fluorophenyl)-3,4-dihydroisoquinolin-2(1H)-yl)-1-hydroxy-2-oxoethyl)pyrrolidine-1-carboxylate FC1=CC=C(C=C1)[C@@H]1N(CCC2=CC=CC=C12)C(C(O)C1CN(CC1)C(=O)OCC1=CC=CC=C1)=O